FC=1C(=NC=CC1)[C@H](C)NC=1SC(=C(N1)C(F)(F)F)C(=O)N1CCC(CC1)N1C[C@@H](CCC1)C [2-{[(1S)-1-(3-Fluoropyridin-2-yl)ethyl]amino}-4-(trifluoromethyl)-1,3-thiazol-5-yl][(3R)-3-methyl[1,4'-bipiperidine]-1'-yl]methanone